4-((3R,4S)-3-fluoro-1-methylpiperidin-4-yl)-N-(6-((2-fluorophenyl)amino)-1H-indazol-3-yl)benzamide F[C@H]1CN(CC[C@H]1C1=CC=C(C(=O)NC2=NNC3=CC(=CC=C23)NC2=C(C=CC=C2)F)C=C1)C